(S)-4-nitro-3-((oxadiazine-2-ylmethyl)amino)benzoic acid methyl ester COC(C1=CC(=C(C=C1)[N+](=O)[O-])NCN1OC=CC=N1)=O